NC=1C(=CC(=C(C(=O)OC)C1)C)C#CC(C)NC(=O)OC(C)(C)C Methyl 5-amino-4-(3-((tert-butoxycarbonyl)amino) but-1-yn-1-yl)-2-methylbenzoate